CNC=1C(=NC(N([C@H]2[C@H](O)[C@H](O)[C@@H](CO)O2)C1)=O)N 5-methylaminocytidine